N,N-dipropylbutanamide C(CC)N(C(CCC)=O)CCC